N,N-dimethyl-3-amino-1,2-propylene glycol CN(CC(CO)O)C